styrene Butyl-acrylate ethyl-3-(4-fluorophenyl)-1-(2-hydroxyethyl)-2,4-dioxo-1,2,3,4-tetrahydropyrimidine-5-carboxylate C(C)OC(=O)C=1C(N(C(N(C1)CCO)=O)C1=CC=C(C=C1)F)=O.C(CCC)OC(C=C)=O.C=CC1=CC=CC=C1